iso-heptene oxide C1C(CCC(C)C)O1